[Al].[Mg].[Zn] ZINC-MAGNESIUM-ALUMINIUM